NC=1C2=C(N=CN1)N(C=C2Br)[C@@H]2O[C@@H]([C@H]([C@H]2O)O)\C=C\C2CCNCC2 (2R,3R,4S,5R)-2-{4-amino-5-bromo-7H-pyrrolo[2,3-d]pyrimidin-7-yl}-5-[(1E)-2-(piperidin-4-yl)ethenyl]oxolane-3,4-diol